2-(2-ethoxypyridin-3-yl)-1'-[3-ethoxy-2-(trifluoromethyl)phenyl]-7-pyrrolidin-3-ylspiro[6H-1,7-naphthyridine-5,4'-piperidine]-8-one C(C)OC1=NC=CC=C1C1=NC=2C(N(CC3(CCN(CC3)C3=C(C(=CC=C3)OCC)C(F)(F)F)C2C=C1)C1CNCC1)=O